FC1=C(C=CC=C1)NS(=O)(=O)C(=O)N1[C@@H]([C@H]2C([C@H]2C1)(C)C)C(=O)N[C@@H](C[C@H]1C(NCC1)=O)C(COC(F)(F)F)=O (1R,2S,5S)-3-((N-(2-fluorophenyl)-sulfamoyl)carbonyl)-6,6-dimethyl-N-((S)-3-oxo-1-((S)-2-oxopyrrolidin-3-yl)-4-(trifluoromethoxy)butan-2-yl)-3-azabicyclo-[3.1.0]hexane-2-carboxamide